CC(=CCCC(C)(C#C)OC(=O)C)C dehydrolinalool acetate